(S)-alpha-amino-1H-Imidazole-4-propanoic acid N[C@H](C(=O)O)CC=1N=CNC1